(3-((benzyloxy)methyl)-4-ethyl-5-oxo-4,5-dihydro-1H-1,2,4-triazol-1-yl)-8-bromo-6-(2-chloro-6-fluorophenyl)-3-fluoro-1,6-naphthyridin-5(6H)-one C(C1=CC=CC=C1)OCC1=NN(C(N1CC)=O)C1=NC=2C(=CN(C(C2C=C1F)=O)C1=C(C=CC=C1F)Cl)Br